FC=1C(=C(C=CC1F)[C@H]1[C@H](O[C@@]([C@@H]1C)(C(F)(F)F)C)C(=O)NC1=CC(=NC=C1)C(=O)N)C=C 4-[[(2S,3S,4R,5S)-3-(3,4-Difluoro-2-vinyl-phenyl)-4,5-dimethyl-5-(trifluoromethyl)tetrahydrofuran-2-carbonyl]amino]pyridin-2-carboxamid